C(C)(=O)N1C(CC(C1)F)C(=O)NC(C1=CC(=CC=C1)C1=CC(=NN1)C)C1=NC(=C(C=C1)C(C)C)F 1-acetyl-4-fluoro-N-{[6-fluoro-5-(propan-2-yl)pyridin-2-yl][3-(3-methyl-1H-pyrazol-5-yl)phenyl]methyl}pyrrolidine-2-carboxamide